N-(4,6-dichloro-1,3,5-triazine-2-yl)-cyclohexylamine ClC1=NC(=NC(=N1)Cl)NC1CCCCC1